2-(4-(methylamino)butyl)-3-neopentyl-6-(trifluoromethyl)quinazolin-4(3H)-one bis-hydrochloride salt Cl.Cl.CNCCCCC1=NC2=CC=C(C=C2C(N1CC(C)(C)C)=O)C(F)(F)F